C(C1=CC=CC=C1)[N+](=CC=CCCCCCC)[O-] N-benzyl-non-2-en-1-imine oxide